FC=1C(=C(C=C(C1)F)C(NC(=O)C=1C(=NC=C(C1)C=1C=CC=2N(N1)C=C(N2)NC(CO)=O)C)[2H])OC2CCOCC2 N-{[3,5-difluoro-2-(oxan-4-yloxy)phenyl](deutero)methyl}-5-[2-(2-hydroxyacetamido)imidazo[1,2-b]pyridazin-6-yl]-2-methylpyridine-3-carboxamide